(2S)-1-((1R,2S,5S)-2-(2-(2-chloro-2-fluoroacetyl)-2-(((S)-5-oxo-4-azaspiro[2.4]hept-6-yl)methyl)hydrazine-1-carbonyl)-6,6-dimethyl-3-azabicyclo[3.1.0]hex-3-yl)-3,3-dimethyl-1-oxobutan Cl[C@@H](C(=O)N(NC(=O)[C@@H]1[C@H]2C([C@H]2CN1C(CC(C)(C)C)=O)(C)C)C[C@H]1C(NC2(CC2)C1)=O)F